1-Trimethylolpropane triacrylate CCCCCC(C(C(C)OC(=O)C=C)(OC(=O)C=C)OC(=O)C=C)O